3-[(3-tert-butyl-2-hydroxy-1,2-benzoxaborinin-6-yl)amino]-1-(trans-2-cyanocyclopentyl)pyrazole-4-carboxamide C(C)(C)(C)C=1B(OC2=C(C1)C=C(C=C2)NC2=NN(C=C2C(=O)N)[C@H]2[C@@H](CCC2)C#N)O